O1C(CC1)CN1C=NC=2C1=NC(=CC2)C(=O)N 3-(oxetan-2-ylmethyl)-3H-imidazo[4,5-b]Pyridine-5-carboxamide